ClC1=C(C(=CC=C1OC)C)C=1C=2N(C3=CC(=NC=C3C1)NC)N=CN2 4-(2-chloro-3-methoxy-6-methylphenyl)-N-methyl-[1,2,4]triazolo[1,5-a]1,6-naphthyridin-8-amine